FC(S(=O)(=O)OC1=NC(=C(C2=C1C=CS2)C2=C(C=C(C=C2OCCOC)F)F)C2=NN1C(CN[C@@H]([C@@H]1C)C)=C2)(F)F [7-[2,4-difluoro-6-(2-methoxyethoxy)phenyl]-6-[(6R,7S)-6,7-dimethyl-4,5,6,7-tetrahydropyrazolo[1,5-a]pyrazin-2-yl]thieno[3,2-c]pyridin-4-yl] trifluoromethanesulfonate